5-(2,4-Bis-benzyloxy-5-isobutyl-phenyl)-4-(4-formyl-phenyl)-isoxazole-3-carboxylic Acid Ethylamide C(C)NC(=O)C1=NOC(=C1C1=CC=C(C=C1)C=O)C1=C(C=C(C(=C1)CC(C)C)OCC1=CC=CC=C1)OCC1=CC=CC=C1